COCCCCNC 4-methoxy-N-methylbutan-1-amine